COCCS(=O)(=O)N1CC(N(CC1)C1=CC(=CC(N1)=O)N1[C@@H](COCC1)C)C(F)(F)F 6-[4-(2-methoxyethylsulfonyl)-2-(trifluoromethyl)piperazin-1-yl]-4-[(3R)-3-methylmorpholin-4-yl]-1H-pyridin-2-one